BrC=1C=CC2=C(CN(S2(=O)=O)C2CCNCC2)C1F 5-bromo-4-fluoro-2-(piperidin-4-yl)-2,3-dihydrobenzo[d]isothiazole 1,1-dioxide